C(O)(O)=O.S(=O)(=O)=CC[Na] sulfonylethyl-sodium carbonate